C(C)(=O)N1CCC(CC1)(F)C=1C(N(C2=C(C(=NC(=C2C1)N[C@H](C)C1=C(C(=CC=C1)C(F)F)F)C)C#N)C)=O (R)-3-(1-acetyl-4-fluoropiperidin-4-yl)-5-((1-(3-(difluoromethyl)-2-fluorophenyl)ethyl)amino)-1,7-dimethyl-2-oxo-1,2-dihydro-1,6-naphthyridine-8-carbonitrile